FC1=C(C=C(C=C1)F)C(CCCNC(OC(C)(C)C)=O)=O tert-butyl (4-(2,5-difluorophenyl)-4-oxobutyl)-carbamate